2,3-dichloro-2-methyltetrahydrofuran ClC1(OCCC1Cl)C